2-(6-(1-([1,1'-Biphenyl]-4-ylmethyl)-5-chloro-4-fluoro-1H-indazole-7-carboxamido)spiro[3.3]heptan-2-yl)acetic acid C1(=CC=C(C=C1)CN1N=CC2=C(C(=CC(=C12)C(=O)NC1CC2(CC(C2)CC(=O)O)C1)Cl)F)C1=CC=CC=C1